C[C@H]1N(CCN(C1)C(=O)[O-])C(=O)[O-] (2R)-2-methylpiperazine-1,4-dicarboxylate